1-(2,2-dimethoxyethoxy)-2-iodobenzene COC(COC1=C(C=CC=C1)I)OC